trans-e-2-nonenal C(\C=C\CCCCCC)=O